(2-(methylsulfonyl)-1H-imidazol-4-yl)(6-(4-(trifluoromethyl)phenyl)-3,4-dihydroisoquinolin-2(1H)-yl)methanone CS(=O)(=O)C=1NC=C(N1)C(=O)N1CC2=CC=C(C=C2CC1)C1=CC=C(C=C1)C(F)(F)F